ClC=1C=C(C=2N(N1)C=CN2)N2CC(C2)C2=CC=C(C(=O)OC)C=C2 Methyl 4-(1-(6-chloroimidazo[1,2-b]pyridazin-8-yl)azetidin-3-yl)benzoate